C(C)(C)(C)OC(NCC1CCC(CC1)C1=CC2=C(N(C(N2C)=O)C2C(NC(CC2)=O)=O)C=C1)=O.C(#N)C=1[NH+]=C(NC1C#N)C(F)(F)F 4,5-dicyano-2-(trifluoromethyl)imidazolium tert-butyl-N-[[4-[1-(2,6-dioxo-3-piperidyl)-3-methyl-2-oxo-benzimidazol-5-yl]cyclohexyl]methyl]carbamate